C(C)(C)[Si]1(O[Si](OC[C@@H]2[C@@H](O1)C[C@@H](O2)C2=CN=C1C(=NC=NN12)N)(C(C)C)C(C)C)C(C)C 7-((6aR,8R,9aS)-2,2,4,4-tetraisopropyltetrahydro-6H-furo[3,2-f][1,3,5,2,4]trioxadisilocin-8-yl)imidazo[2,1-f][1,2,4]triazin-4-amine